ClC1=C(C=CC=C1C1=C(C(=NC=C1)C1=CC=C2C(=CN(C2=C1)C)CNC)Cl)C1=CC=C(C(=N1)OC)CN(C(OC(C)(C)C)=O)C[C@H]1NC(CC1)=O tert-butyl N-[[6-[2-chloro-3-[3-chloro-2-[1-methyl-3-(methylaminomethyl)indol-6-yl]-4-pyridyl]phenyl]-2-methoxy-3-pyridyl]methyl]-N-[[(2S)-5-oxopyrrolidin-2-yl]methyl]carbamate